2,3,5-trichloropyridazine ClN1NC=C(C=C1Cl)Cl